C(C)(C)(C)N(C(=O)C=1C2=C(N(N1)C1=CC(=CC(=C1)Cl)Cl)C=1C=C(C(=CC1CS2)OC)C=2C=NC=C(C2)C#N)C N-tert-butyl-8-(5-cyano-3-pyridyl)-1-(3,5-dichlorophenyl)-7-methoxy-N-methyl-5H-isothiochromeno[4,3-c]pyrazole-3-carboxamide